ClC=1C2=C(SC1C(=O)NC1=NC(=C(C(=C1C)C)O)C)C=C(C=C2)OC 3-chloro-N-(5-hydroxy-3,4,6-trimethylpyridin-2-yl)-6-methoxybenzo[b]thiophene-2-carboxamide